OC(C1=CC=CC=C1)(C=CC(C1=CC=CC=C1)C1=CC=CC=C1)O dihydroxydiphenylpropenyl-phenyl-methane